7-Bromo-6-(bromomethyl)-1-methyl-4-[4-(trifluoromethoxy)phenyl]-benzimidazole BrC1=C(C=C(C2=C1N(C=N2)C)C2=CC=C(C=C2)OC(F)(F)F)CBr